5-amino-N-{2-[3-amino-4-(propan-2-yloxy)pyrrolidin-1-yl]-4-fluoro-5,6,7,8-tetrahydroquinolin-6-yl}-2-methylthieno[2,3-d]pyrimidine-6-carboxamide NC1=C(SC=2N=C(N=CC21)C)C(=O)NC2CC=1C(=CC(=NC1CC2)N2CC(C(C2)OC(C)C)N)F